N-(5-Cyano-4-((2-methoxyethyl)amino)pyridin-2-yl)-7-formyl-6-((6-carbonyl-4-oxa-7-azaspiro[2.5]octane-7-yl)methyl)-3,4-dihydro-1,8-naphthyridin-1(2H)-carboxamide C(#N)C=1C(=CC(=NC1)NC(=O)N1CCCC2=CC(=C(N=C12)C=O)CN1C(COC2(CC2)C1)=C=O)NCCOC